ClC1=CC(=C(C=C1)C1=CC=C(C=C1)N1CCN(CC1)C[C@H]1[C@H](C1)F)N1CC(CCC1)N1N=CC(=C1C(F)F)C(=O)[O-] 1-{1-[4-chloro-4'-(4-{[(1S,2S)-2-fluorocyclopropyl] methyl} piperazin-1-yl) [biphenyl]-2-yl] piperidin-3-yl}-5-(difluoromethyl)-1H-pyrazole-4-carboxylate